(3S,4R)-1-((4-(2-(3-methyl-1,2,4-oxadiazol-5-yl)pyridin-4-yl)phenyl)sulfonyl)-4-((5-(trifluoromethyl)pyridin-2-yl)amino)piperidin-3-ol CC1=NOC(=N1)C1=NC=CC(=C1)C1=CC=C(C=C1)S(=O)(=O)N1C[C@@H]([C@@H](CC1)NC1=NC=C(C=C1)C(F)(F)F)O